COC1=C2C(CCOC2=CC(=C1)O[C@@H](C1=CC=C(C(=O)N)C=C1)C1=CC=NC=C1)=O (S)-4-(((5-methoxy-4-oxochroman-7-yl)oxy)(pyridin-4-yl)methyl)benzamide